BrC1=CC=CC=2C=3N(C(=NC12)N[C@@H](C)C(=O)NCCC)N=C(N3)C3=C(C=C(C=C3)Cl)OC(F)F N2-{7-bromo-2-[4-chloro-2-(difluoromethoxy)phenyl][1,2,4]triazolo[1,5-c]quinazolin-5-yl}-N-propyl-L-alaninamide